O[C@@]1(C(NC2=CC=CC=C12)=O)C (S)-(-)-3-hydroxy-3-methylindoline-2-one